8-(((1r,4r)-4-aminocyclohexyl)oxy)quinoxaline-5-carbonitrile NC1CCC(CC1)OC1=CC=C(C=2N=CC=NC12)C#N